FC(CC(CO)O)(C(C(C(C(F)(F)F)(F)F)(F)F)(F)F)F 2,2,3,3,4,4,5,5,6,6,6-undecaFluorohexylethylene glycol